C(C1CO1)OCCC[Si](OC)(OC)OC γ-(2,3-epoxypropoxy)propyltrimethoxysilan